ClC=1N=C2C(=C(C=NC2=CC1)NC(=O)NC=1C=NC(=C(C1)C(F)(F)F)C=1N=NN(N1)C)C(C)C N-(6-chloro-4-(propan-2-yl)-1,5-naphthyridin-3-yl)-N'-(6-(2-methyl-2H-tetrazol-5-yl)-5-(trifluoromethyl)pyridin-3-yl)urea